CN1C(N(C(C2=C1C=NC=C2)=O)C=2C=CC(=C1C=CC=NC21)C[C@@H](C(=O)OC)NC(C2=CC=CC=C2)(C2=CC=CC=C2)C2=CC=CC=C2)=O methyl (S)-3-(8-(1-methyl-2,4-dioxo-1,4-dihydropyrido[3,4-d]pyrimidin-3(2H)-yl)quinolin-5-yl)-2-(tritylamino)propanoate